C(C)(C)C1C(NC=2C=CC=C3C2N1C(=C3)C(=O)OCC)=O ethyl 3-isopropyl-2-oxo-2,3-dihydro-1H-pyrrolo[1,2,3-de]quinoxaline-5-carboxylate